(R)-1-(difluoromethylene)-5-(6-((1-isopropylpiperidin-3-yl)amino)-4,5-dimethylpyridazin-3-yl)-2,3-dihydro-1H-inden-4-ol FC(=C1CCC=2C(=C(C=CC12)C=1N=NC(=C(C1C)C)N[C@H]1CN(CCC1)C(C)C)O)F